C(=C)N1C(=CC2=CC=CC=C12)C=CC(=O)[O-] 1-vinylindole-acrylate